ClC=1C(=C(C=CC1)C(=O)N1CC=2C(CC1)=C(N(N2)C)C2=CC=CC=C2)OC (3-chloro-2-methoxyphenyl)-(2-methyl-3-phenyl-5,7-dihydro-4H-pyrazolo[3,4-c]pyridin-6-yl)methanone